7-(1-(4-bromobut-2-enoyl)piperidin-4-yl)-2-(4-phenoxyphenyl)-4,5,6,7-tetrahydropyrazolo[1,5-a]pyrimidine-3-carboxamide BrCC=CC(=O)N1CCC(CC1)C1CCNC=2N1N=C(C2C(=O)N)C2=CC=C(C=C2)OC2=CC=CC=C2